tert-butyl 4-((6-(2-allyl-6-(methylthio)-3-oxo-2,3-dihydro-1H-pyrazolo[3,4-d]pyrimidin-1-yl)pyridin-2-yl)oxy)azepane-1-carboxylate C(C=C)N1N(C2=NC(=NC=C2C1=O)SC)C1=CC=CC(=N1)OC1CCN(CCC1)C(=O)OC(C)(C)C